sodium cobalt oxide sodium nickel [Ni].[Na].[Co]=O.[Na]